NC=1C(=NC(=CN1)C1=CC=C(C=C1)[C@]12CN(C[C@@H]2C1)C1CC1)C=1C=C2CCNC(C2=CC1F)=O 6-(3-amino-6-(4-((1S,5R)-3-cyclopropyl-3-azabicyclo[3.1.0]hexane-1-yl)phenyl)pyrazin-2-yl)-7-fluoro-3,4-dihydroisoquinolin-1(2H)-one